(S)-3-(3-cyano-6-(1-methyl-1H-pyrazol-4-yl)pyrazolo[1,5-a]pyridin-4-yl)-N-(1-(6-methoxypyridin-3-yl)ethyl)-2,5-dihydro-1H-pyrrole-1-carboxamide C(#N)C=1C=NN2C1C(=CC(=C2)C=2C=NN(C2)C)C=2CN(CC2)C(=O)N[C@@H](C)C=2C=NC(=CC2)OC